6-(3-chloropyrazolo[1,5-a]pyridin-6-yl)-2-oxa-6-azaspiro[3.3]heptane ClC=1C=NN2C1C=CC(=C2)N2CC1(COC1)C2